tert-butyl 2-((4-chloro-2-fluorobenzyl)oxy)-4-methyl-5,8-dihydro-1,7-naphthyridine-7(6H)-carboxylate ClC1=CC(=C(COC2=NC=3CN(CCC3C(=C2)C)C(=O)OC(C)(C)C)C=C1)F